(1s,2r)-2-(((2,4-dimethoxybenzyl)oxy)carbonyl)-2-fluorocyclohexane-1-carboxylic acid COC1=C(COC(=O)[C@@]2([C@@H](CCCC2)C(=O)O)F)C=CC(=C1)OC